COC(=O)C=1C=CC2=C(N(C(=N2)C(C)C)C2=CC3=C(NC(N3)=O)C=C2)C1 2-isopropyl-2'-oxo-2',3'-dihydro-1'H-[1,5'-bi-benzo[d]imidazole]-6-carboxylic acid methyl ester